1,6-bis(isopropenylthio)naphthalene C(=C)(C)SC1=CC=CC2=CC(=CC=C12)SC(=C)C